NC1CCC2(CCN(CC2)C[C@H]2CN(CC2)C2=NC=NC=C2OC2=C(C(=O)N(C(C)C)CC)C=C(C=C2)F)CC1 (S)-2-((4-(3-((9-Amino-3-azaspiro[5.5]undec-3-yl)methyl)pyrrolidin-1-yl)pyrimidine-5-yl)oxy)-N-ethyl-5-fluoro-N-isopropylbenzamide